FC(COC=1C(=NON1)C(=O)N)(F)F 4-(2,2,2-trifluoroethoxy)-1,2,5-oxadiazole-3-carboxamide